FNS(O)(=O)=O fluorosulfamic acid